6-bromo-2-((S)-3-carboxybutanoyl)isoindolin BrC1=CC=C2CN(CC2=C1)C(C[C@H](C)C(=O)O)=O